tert-butyl {3-methyl-4-[(5-nitropyridin-2-yl)oxy]phenyl}carbamate CC=1C=C(C=CC1OC1=NC=C(C=C1)[N+](=O)[O-])NC(OC(C)(C)C)=O